6-cyano-pyridine-2-sulfonyl chloride C(#N)C1=CC=CC(=N1)S(=O)(=O)Cl